(S)-5-(3,5-difluorophenyl)-2-(spiro[3.3]heptan-2-yl)-2,5,6,7-tetrahydro-3H-pyrrolo[2,1-c][1,2,4]triazol-3-one FC=1C=C(C=C(C1)F)[C@@H]1CCC2=NN(C(N21)=O)C2CC1(C2)CCC1